(S)-4-(((benzyloxy)carbonyl)amino)-5-(tert-butoxy)-5-oxopentanoic acid C(C1=CC=CC=C1)OC(=O)N[C@@H](CCC(=O)O)C(=O)OC(C)(C)C